C(C)N(S(=O)(=O)C1=CC=C2CCN(CC2=C1)C(=O)C1COC1)C(C(F)(F)F)C1=CC=C(C=C1)F N-ethyl-2-(oxetane-3-carbonyl)-N-(2,2,2-trifluoro-1-(4-fluorophenyl)ethyl)-1,2,3,4-tetrahydroisoquinoline-7-sulfonamide